O1CCN(CC1)[C@H]1CN(CC1)C1=CC=C(C=C1)CC(=O)O |o1:6| [4-((3R or S)-3-morpholinopyrrolidin-1-yl)phenyl]acetic acid